4-(3-(pyrrolidin-1-ylsulfonyl)phenyl)pyrimidine-2,4-diamine N1(CCCC1)S(=O)(=O)C=1C=C(C=CC1)C1(NC(=NC=C1)N)N